BrC1=CC=C2C(=CNC2=C1C)CCN(C(OC(C)(C)C)=O)S(N(C)C)(=O)=O tert-butyl (2-(6-bromo-7-methyl-1H-indol-3-yl)ethyl)(N,N-dimethylsulfamoyl)carbamate